2-Fluoro-5-((5aS,6S,9R)-1-fluoro-5a,6,7,8,9,10-hexahydro-5H-4-oxa-3,10a,11,13,14-pentaaza-6,9-methanonaphtho[1,8-ab]heptalen-2-yl)-3-methyl-4-(trifluoromethyl)aniline FC1=C(N)C=C(C(=C1C)C(F)(F)F)C=1C(=C2N=CN=C3C2=C(OC[C@@H]2[C@@H]4CC[C@H](CN32)N4)N1)F